1-(3-(tert-butyl)-1-phenyl-1H-pyrazol-5-yl)-3-(4-((3-chloro-1H-pyrrolo[2,3-b]pyridin-4-yl)oxy)-2,5-difluorophenyl)urea C(C)(C)(C)C1=NN(C(=C1)NC(=O)NC1=C(C=C(C(=C1)F)OC1=C2C(=NC=C1)NC=C2Cl)F)C2=CC=CC=C2